2-Ethylsulfanyl-N-[3-(3-fluorophenyl)-propyl]-4-methyl-6-morpholin-4-yl-pyridine-3-carboxylic acid amide C(C)SC1=NC(=CC(=C1C(=O)NCCCC1=CC(=CC=C1)F)C)N1CCOCC1